COC(C1=CC(=CC(=C1)OC1CCOCC1)C=1SC(=CN1)Cl)=O 3-(5-chloro-1,3-thiazol-2-yl)-5-(tetrahydro-2H-pyran-4-yloxy)benzoic acid methyl ester